[Si](C1=CC=CC=C1)(C1=CC=CC=C1)(C(C)(C)C)OCC1CC(C1)N1N=C2C=C(C(=CC2=C1)[N+](=O)[O-])C(=O)O 2-[3-[[tert-butyl(diphenyl)silyl]oxymethyl]cyclobutyl]-5-nitro-indazole-6-carboxylic acid